5-(1-(2,2-difluoroethyl)-2-methyl-1H-benzo[d]imidazol-6-yl)-N-((3S,4S)-3-fluoro-1-(2-methoxyethyl)piperidin-4-yl)-4-methoxypyrrolo[2,1-f][1,2,4]triazin-2-amine FC(CN1C(=NC2=C1C=C(C=C2)C=2C=CN1N=C(N=C(C12)OC)N[C@@H]1[C@H](CN(CC1)CCOC)F)C)F